C(C1=CC=CC=C1)OC1=CC(=CC2=C1C(OC1=CC(=CC(=C21)CO)O)=O)OCC2=CC=CC=C2 7,9-bis(benzyloxy)-3-hydroxy-1-(hydroxymethyl)-6H-benzo[c]chromen-6-one